5-Androstenediol C[C@@]12[C@@H](O)CC[C@H]1[C@@H]1CC=C3C[C@@H](O)CC[C@]3(C)[C@H]1CC2